OCC=1N=CNC1 4-(HYDROXYMETHYL)IMIDAZOLE